L-alaninyl-L-glutamic acid N[C@@H](C)C(=O)N[C@@H](CCC(=O)O)C(=O)O